C(N)(=O)C1=C(C=NC=C1)NC(=O)C=1C=NN2C1N=CC=C2 N-(4-Carbamoylpyridin-3-yl)pyrazolo[1,5-a]pyrimidin-3-carboxamid